Rac-N-(7-chloro-6-(4-(4-hydroxy-3-methyltetrahydrofuran-3-yl)piperazin-1-yl)isoquinolin-3-yl)-3-oxabicyclo[3.1.0]hexane-6-carboxamide ClC1=C(C=C2C=C(N=CC2=C1)NC(=O)C1C2COCC12)N1CCN(CC1)C1(COCC1O)C